N-(3-(tert-butyl)isoxazol-5-yl)-1-((3-methyl-1H-pyrazolo[3,4-b]pyridin-5-yl)methyl)indoline-6-carboxamide C(C)(C)(C)C1=NOC(=C1)NC(=O)C1=CC=C2CCN(C2=C1)CC=1C=C2C(=NC1)NN=C2C